1-methyl-1H-pyrrolo[2,3-b]pyridine-2-carboxylic acid CN1C(=CC=2C1=NC=CC2)C(=O)O